Ethyl (E)-(2-cyano-2-(2-(3,5-dichloro-4-((4-oxo-3,4-dihydrophthalazin-1-yl)oxy)phenyl)hydrazineylidene)acetyl)carbamate C(#N)\C(\C(=O)NC(OCC)=O)=N/NC1=CC(=C(C(=C1)Cl)OC1=NNC(C2=CC=CC=C12)=O)Cl